[4-[[9-[(3S)-tetrahydrofuran-3-yl]-8-(2,4,6-trifluoroanilino)purin-2-yl] amino] cyclohexyl] acetate C(C)(=O)OC1CCC(CC1)NC1=NC=C2N=C(N(C2=N1)[C@@H]1COCC1)NC1=C(C=C(C=C1F)F)F